3-(6-chlorofuro[3,2-b]pyridin-3-yl)-5-fluorobenzonitrile ClC=1C=C2C(=NC1)C(=CO2)C=2C=C(C#N)C=C(C2)F